[Si](C)(C)(C(C)(C)C)OC1CN(CCC1N1C(C(CC1)OC[C@H](C)OC1OCCCC1)=O)C1=NC=C(C=N1)C(F)(F)F (3-((tert-butyldimethylsilyl)oxy)-1-(5-(trifluoromethyl)pyrimidin-2-yl)piperidin-4-yl)-3-((2S)-2-((tetrahydro-2H-pyran-2-yl)oxy)propoxy)pyrrolidin-2-one